ClC=1C=C(CNC2=NC(=NC3=CC=C(C=C23)C=2C(=NOC2C)C)N2CCN(CC2)C[C@H](C)O)C=CC1 (S)-1-(4-(4-((3-chlorobenzyl)amino)-6-(3,5-dimethylisoxazol-4-yl)quinazolin-2-yl)piperazin-1-yl)propan-2-ol